2-PHENETHYLAMINE C1=CC=C(C=C1)CCN